C(C)(C)(C)[C@]1(N(CC(C1)C1=CC=C(C=C1)C(F)(F)F)C(=O)OC[C@@H]1NCCOC1)CO (R)-morpholin-3-yl-methanol tert-Butyl-(2S)-2-(hydroxymethyl)-4-(4-(trifluoromethyl)phenyl)pyrrolidine-1-carboxylate